ClC1=NC=2C(=CC=CC2C=2N1N=C(N2)C=2C=NN(C2)C(C)C)F 5-chloro-7-fluoro-2-[1-(propan-2-yl)-1H-pyrazol-4-yl][1,2,4]triazolo[1,5-c]quinazoline